2-(2-((2,2'-Dichloro-[1,1'-biphenyl]-3-yl)methoxy)-7,8-dihydro-1,6-naphthyridin-6(5H)-yl)ethan-1-ol ClC1=C(C=CC=C1COC1=NC=2CCN(CC2C=C1)CCO)C1=C(C=CC=C1)Cl